1-(2-(trifluoromethyl)pyridin-4-yl)ethan-1-one FC(C1=NC=CC(=C1)C(C)=O)(F)F